O1C[C@H](CC1)OC=1C=C2C(=NC1)NC(N2)=O 6-[(3S)-tetrahydrofuran-3-yl]oxy-3H-imidazo[4,5-b]pyridin-2-one